5-(3-bromophenyl)-7-iodoimidazo[5,1-b]thiazole BrC=1C=C(C=CC1)C1=NC(=C2SC=CN21)I